SCSC1SC(SC(S1)SCS)SCS 2,4,6-tris(mercaptomethylthio)-1,3,5-trithiacyclohexane